N(=O)N(O)C1=CC=CC=C1.[Al] Aluminium N-nitrosophenylhydroxylamin